CC1=CC=C(S1)C=O 5-methyl-2-thiophen-formaldehyde